CN1CCN(CC1)CCC1(NC(=NC(=N1)NCC=1SC=CC1)N1CC2=C(CC1)N=CN2)N 2-(2-(4-methylpiperazin-1-yl)ethyl)-6-(3,4,6,7-tetrahydroimidazo[4,5-c]pyridin-5-yl)-N4-thiophen-2-ylmethyl-1,3,5-triazine-2,4-diamine